BrC1=NN2C(CCCC2)=N1 2-bromo-5,6,7,8-tetrahydro-[1,2,4]triazolo[1,5-a]pyridine